OC1=C(C=CC(=C1O)O)C=1C(=CC=C(C1O)O)C(=O)O 2',3',4',5,6-pentahydroxy-[1,1'-biphenyl]-2-carboxylic acid